BrCC(=O)OCCCCCC Hexyl Bromoacetate